BrC1=CC(=CC2=C1N=CS2)N 4-bromo-1,3-benzothiazol-6-amine